C(#N)CCN(CCCCC)CCCCC N-(2-cyanoethyl)-N,N-di(n-pentyl)-amine